2-((5-chloro-2-(1H-imidazol-2-yl)phenyl)amino)-2-oxoacetic acid ClC=1C=CC(=C(C1)NC(C(=O)O)=O)C=1NC=CN1